4-Fluoro-N'-hydroxy-2-(trifluoromethyl)benzenecarboximidamide FC1=CC(=C(C=C1)C(N)=NO)C(F)(F)F